5-bromoazamethylindole BrNC=1C=C2C=CNC2=CC1